(2R,3R,4R,5R)-2-(acetoxymethyl)-5-(2-amino-6-(methylamino)-9H-purin-9-yl)-4-fluoro-4-methyltetrahydrofuran-3-yl L-valinate N[C@@H](C(C)C)C(=O)O[C@@H]1[C@H](O[C@H]([C@]1(C)F)N1C2=NC(=NC(=C2N=C1)NC)N)COC(C)=O